Methyldecenoate COC(C=CCCCCCCC)=O